C(=O)(O)CCC(=O)N1CC2=CC(=C(C(=C2C1)F)OCC(COC1=CC2=C([Se]C(=C2)C(C[C@@H](C(=O)O)CC)=O)C=C1OC)O)OC (2S)-4-(5-(3-((2-(3-carboxypropionyl)-4-fluoro-6-methoxyisoindolin-5-yl)oxy)-2-hydroxypropoxy)-6-methoxybenzo[b]selenophen-2-yl)-2-ethyl-4-oxobutanoic acid